2-phenyl-4-isopropylpyridine iridium trifluoromethanesulfonate salt FC(S(=O)(=O)[O-])(F)F.[Ir+3].C1(=CC=CC=C1)C1=NC=CC(=C1)C(C)C.FC(S(=O)(=O)[O-])(F)F.FC(S(=O)(=O)[O-])(F)F